(S)-1-(3-((4-((4-methylpiperazin-1-yl)methyl)-6-((5-(2-phenyl-2H-tetrazol-5-yl)thiazole-2-yl)amino)pyridin-2-yl)amino)piperidin-1-yl)prop-2-en-1-one CN1CCN(CC1)CC1=CC(=NC(=C1)NC=1SC(=CN1)C=1N=NN(N1)C1=CC=CC=C1)N[C@@H]1CN(CCC1)C(C=C)=O